FC(CCC(CCCC(=O)O)C)(F)F trifluoro-5-methyl-octanoic acid